3-(6-tert-butyl-5-(3,4-dichlorophenyl)thieno[2,3-d]pyrimidin-4-yloxy)pyridin-2-amine C(C)(C)(C)C1=C(C2=C(N=CN=C2OC=2C(=NC=CC2)N)S1)C1=CC(=C(C=C1)Cl)Cl